CN1N=C(C=C1C1=CC=C(C=C1)CN(C1=CC(=NC=2N1N=C(C2C=2C(=CC(=NC2)N(C)C)C)C)C)C)C 5-[7-({[4-(1,3-dimethyl-1H-pyrazol-5-yl)phenyl]methyl}(methyl)amino)-2,5-dimethylpyrazolo[1,5-a]pyrimidin-3-yl]-N,N,4-trimethylpyridin-2-amine